8-(2-acryloyl-2-azaspiro[3.3]heptan-6-yl)-6-(2-chloro-3,5-dimethoxyphenyl)-2-(methylamino)pyrido[2,3-d]pyrimidin-7(8H)-one C(C=C)(=O)N1CC2(C1)CC(C2)N2C(C(=CC1=C2N=C(N=C1)NC)C1=C(C(=CC(=C1)OC)OC)Cl)=O